1'-(2-Oxo-1,3-propanediyl) bis(2,5-dichloro-6-methoxybenzoate) ClC1=C(C(=O)OCC(COC(C2=C(C=CC(=C2OC)Cl)Cl)=O)=O)C(=C(C=C1)Cl)OC